COC1=NC=C(C2=C1N=C(S2)NC(=O)N2C[C@]1(CCOC1)CC2)C=2C=NN(C2)C (R)-2-Oxa-7-aza-spiro[4.4]nonane-7-carboxylic acid [4-methoxy-7-(1-methyl-1H-pyrazol-4-yl)-thiazolo[4,5-c]pyridin-2-yl]-amide